C(C(=O)C1=CC=CC=C1)S(=O)(=O)C1=C(C=C(C=C1C)C)C mesityl (phenacyl) sulfone